3-ethyl-7-methyldibenzo[b,f][1,4]oxazepin C(C)C1=CC2=C(C=NC3=C(O2)C=C(C=C3)C)C=C1